O=C1NC(CCC1N1C(C2=CC=C(C=C2C1=O)N1CCC(CC1)N1CCC(CC1)CN1CCN(CC1)C1=NC=CC(=C1)C1=NNC2=CC=C(C=C12)[N+](=O)[O-])=O)=O 2-(2,6-dioxo-3-piperidyl)-5-[4-[4-[[4-[4-(5-nitro-1H-indazol-3-yl)-2-pyridyl]piperazin-1-yl]methyl]-1-piperidyl]-1-piperidyl]isoindoline-1,3-dione